The molecule is a C5-acylcarnitine having isovaleryl as the acyl substituent. It has a role as a human metabolite. It derives from an isovaleric acid. CC(C)CC(=O)OC(CC(=O)[O-])C[N+](C)(C)C